N-(2-OXOTETRAHYDROFURAN-3-YL)OCTANAMIDE O=C1OCCC1NC(CCCCCCC)=O